CC=1OC(=CN1)C=1C=C2C=C(N=CC2=CC1)NC(=O)[C@@H]1CC[C@H](CC1)N1CCOCC1 trans-N-(6-(2-methyloxazol-5-yl)isoquinolin-3-yl)-4-morpholinylcyclohexane-1-carboxamide